2-bromo-5-(2-fluoro-4-trimethylsilylanilino)pyridine-4-carboxylic acid methyl ester COC(=O)C1=CC(=NC=C1NC1=C(C=C(C=C1)[Si](C)(C)C)F)Br